6-((2-azabicyclo[2.2.1]heptan-5-yl)oxy)-N-(4-([1,2,4]triazolo[1,5-a]pyridin-7-yloxy)-2-methoxy-5-methylphenyl)-7-methoxyquinazolin-4-amine C12NCC(C(C1)OC=1C=C3C(=NC=NC3=CC1OC)NC1=C(C=C(C(=C1)C)OC1=CC=3N(C=C1)N=CN3)OC)C2